FC(C)(F)C1=NC=CC(=N1)NC1=CC(=NC=C1C1=NC=C(N=C1)N(C)CCOC)NC(C)=O N-(4-((2-(1,1-difluoroethyl)pyrimidin-4-yl)amino)-5-(5-((2-methoxyethyl)(methyl)amino)pyrazin-2-yl)pyridin-2-yl)acetamide